N-(1-(4-bromophenethyl)-5-cyano-1H-benzo[d]imidazole-2-yl)thiophene-2-carboxamide BrC1=CC=C(CCN2C(=NC3=C2C=CC(=C3)C#N)NC(=O)C=3SC=CC3)C=C1